C1(CC1)C=1OC(=NN1)N1[C@@H](C2=C(CC1)NC=N2)C2=NN1C(C(=CC=C1)C(F)F)=C2 (S)-2-cyclopropyl-5-(4-(4-(difluoromethyl)pyrazolo[1,5-a]pyridin-2-yl)-6,7-dihydro-1H-imidazo[4,5-c]pyridin-5(4H)-yl)-1,3,4-oxadiazole